C(C)(C)(C)C1=C(C(=CC=C1)C(C)(C)C)N=C=N dl-2,6-di-tert-butylphenyl-carbodiimide